2'-chloro-N-(5-(2-(dimethylamino)ethyl)-1,3,4-thiadiazol-2-yl)-5'-methoxy-6-methyl-(4,4'-bipyridine)-3-carboxamide ClC1=NC=C(C(=C1)C1=C(C=NC(=C1)C)C(=O)NC=1SC(=NN1)CCN(C)C)OC